(3S,4R,5R,6S)-1-[6-({2-[3-(trifluoromethyl)phenyl]-1,3-thiazol-4-yl}methoxy)hexyl]-3,4,5,6-azepanetetrol hydrochloride Cl.FC(C=1C=C(C=CC1)C=1SC=C(N1)COCCCCCCN1C[C@@H]([C@H]([C@@H]([C@H](C1)O)O)O)O)(F)F